C(C)(C)(CC)O[Si](CC)(CC)CC Tert-pentoxytriethylsilane